5-methyl-1,2,3-thiadiazole CC1=CN=NS1